C1(CC1)C1(CN(C1)C1=NC2=CC=C(C=C2C(=N1)N1CC=2C=C(C=NC2CC1)C(F)(F)F)F)O 3-cyclopropyl-1-[6-fluoro-4-[3-(trifluoromethyl)-7,8-dihydro-5H-1,6-naphthyridin-6-yl]quinazolin-2-yl]azetidin-3-ol